ClC1=CC(=C(NCCCO)C=C1)[N+](=O)[O-] 3-(4-chloro-2-nitroanilino)propan-1-ol